N-(4-((2S,5R)-4-acryloyl-2,5-dimethylpiperazin-1-yl)-6-chloro-7-(1,6-dimethyl-1H-indazol-7-yl)-8-fluoroquinazolin-2-yl)-2-(dimethylamino)acetamide C(C=C)(=O)N1C[C@@H](N(C[C@H]1C)C1=NC(=NC2=C(C(=C(C=C12)Cl)C=1C(=CC=C2C=NN(C12)C)C)F)NC(CN(C)C)=O)C